C1(CCCC1)SC1CCC(CC1)=O 4-(cyclopentylthio)cyclohexanone